(S)-8-(2-((4-(tert-butyl)-6-oxopyridazin-1(6H)-yl)methyl)thieno[3,2-b]pyridin-7-yl)-1-(1-(tert-butylsulfonyl)-5,5-dimethylpyrrolidin-3-yl)-1,2,3,4-tetrahydroquinoline-6-carbonitrile C(C)(C)(C)C=1C=NN(C(C1)=O)CC1=CC2=NC=CC(=C2S1)C=1C=C(C=C2CCCN(C12)[C@@H]1CN(C(C1)(C)C)S(=O)(=O)C(C)(C)C)C#N